5-(1-(3-(2,4-Dioxotetrahydropyrimidin-1(2H)-yl)-4-methoxybenzoyl)piperidin-4-yl)pentanoic acid O=C1N(CCC(N1)=O)C=1C=C(C(=O)N2CCC(CC2)CCCCC(=O)O)C=CC1OC